(±)-(4aR,13bS)-10-bromo-4-methyl-1,2,3,4,4a,5,6,13b-octahydro-8H-[1,6]naphthyridino[5,6-b]quinazolin-8-one BrC=1C=C2C(N3C(=NC2=CC1)[C@H]1CCCN([C@@H]1CC3)C)=O |r|